C(CCC)C1=CC=C(C=C1)C#CC1=CC(=C(N)C=C1)Cl 4-((4-butylphenyl)ethynyl)-2-chloroaniline